C(N1C=C(C=2C1=CN=C(C2)NC(C)=O)C2=NC(=CC1=C2OCC(O1)C([2H])([2H])[2H])S(=O)(=O)C)([2H])([2H])[2H] N-(1-(methyl-d3)-3-(2-(methyl-d3)-7-(methylsulfonyl)-2,3-dihydro-[1,4]dioxino[2,3-c]pyridin-5-yl)-1H-pyrrolo[2,3-c]pyridin-5-yl)acetamide